Copper-Zinc-Aluminum [Al].[Zn].[Cu]